7-(4-bromo-3-chloro-benzoyl)-2-[4-(cyclopropoxy)phenyl]-N-[(1S)-1-(4-methoxyphenyl)ethyl]-3-oxo-6,8-dihydro-5H-imidazo[1,5-a]pyrazine-1-carboxamide BrC1=C(C=C(C(=O)N2CC=3N(CC2)C(N(C3C(=O)N[C@@H](C)C3=CC=C(C=C3)OC)C3=CC=C(C=C3)OC3CC3)=O)C=C1)Cl